CC1=NN=C(S1)C=1C=C2C=C(N=CC2=CC1)NC(CN1[C@H](CCC1)C)=O (S)-N-(6-(5-methyl-1,3,4-thiadiazol-2-yl)isoquinolin-3-yl)-2-(2-methylpyrrolidin-1-yl)acetamide